C(C1=CC=CC=C1)N1C(OC[C@H]1C(F)F)=O (S)-3-benzyl-4-(difluoromethyl)oxazolidinone